P1C=CC=C1 anti-phosphol